7-(diethylaminomethyl)-3-[[(3-hydroxycyclobutyl)amino]methyl]-6,8-dimethyl-1H-quinolin-2-one C(C)N(CC)CC1=C(C=C2C=C(C(NC2=C1C)=O)CNC1CC(C1)O)C